C1(=CC(=CC=C1)C(C(C(C)C)OC(=O)N[C@@H](CC(C)C)C(=O)OC)(F)F)C1=CC=CC=C1 methyl (((1-([1,1'-biphenyl]-3-yl)-1,1-difluoro-3-methyl butan-2-yl)oxy)carbonyl)-L-leucinate